Ethyl 3-(7-fluoro-5-((3-fluorophenyl)(methyl)amino)-[1,2,4]triazolo[4,3-a]quinazolin-8-yl)propanoate FC=1C=C2C(=NC=3N(C2=CC1CCC(=O)OCC)C=NN3)N(C)C3=CC(=CC=C3)F